2-ethyl-3-(1-[1H,4H,5H,6H,7H-[1,2,3]triazolo[4,5-c]pyridin-1-yl]ethyl)pyridine C(C)C1=NC=CC=C1C(C)N1N=NC=2CNCCC21